C(C)(C)(C)OC(N(CC=O)C(C)C)=O isopropyl-(2-oxoethyl)carbamic acid tert-butyl ester